(S)-2-chloro-N-(6-cyano-2-((oxetan-2-ylmethyl)amino)pyridin-3-yl)acetamide ClCC(=O)NC=1C(=NC(=CC1)C#N)NC[C@H]1OCC1